F[Sb-](F)(F)(F)(F)F.[Li+] Lithium fluoroantimonate